((3-(benzyloxy)-1-cyclopropyl-1H-pyrazol-4-yl)oxy)-2-chloropyridine C(C1=CC=CC=C1)OC1=NN(C=C1OC=1C(=NC=CC1)Cl)C1CC1